Di-tert-butyldisulfid C(C)(C)(C)SSC(C)(C)C